C(C)C=1C(NC=2C=C(C=NC2C1)[C@@H](C)N1CCNCC1)=O 4-[(1R)-1-(7-ethyl-6-oxo-5H-1,5-naphthyridin-3-yl)ethyl]Piperazine